1,3-bis(dicyanomethylene)-2,3-dihydro-1H-indene C(#N)C(=C1CC(C2=CC=CC=C12)=C(C#N)C#N)C#N